C(C)(=O)C1=C(C=C(C=C1OCC)[C@@H](C)N(C(=O)NC1(CC1)C=1N=NN(N1)C(C1=CC=CC=C1)(C1=CC=CC=C1)C1=CC=CC=C1)CCO[C@@H](C)C1=CC=CC=C1)OCC N-[(1R)-1-(4-acetyl-3,5-diethoxyphenyl)ethyl]-N-(2-[(1S)-1-phenylethoxy]ethyl)-N'-{1-[2-(triphenylmethyl)-2H-tetrazol-5-yl]cyclopropyl}urea